methyl 2-(benzyloxy)-3-methoxybenzoate C(C1=CC=CC=C1)OC1=C(C(=O)OC)C=CC=C1OC